BrC=1C=2C(C(=NN1)Br)=CN(C(C2)=O)C2(CC2)C 1,4-Dibromo-6-(1-methylcyclopropyl)pyrido[3,4-d]pyridazin-7(6H)-one